3-{[1-(4-chloro-3-fluorophenyl)-1H-1,2,4-triazol-5-yl]methyl}-3-ethyl-1-{[1-(6-methoxypyridin-3-yl)-1H-1,2,4-triazol-5-yl]methyl}urea ClC1=C(C=C(C=C1)N1N=CN=C1CN(C(NCC1=NC=NN1C=1C=NC(=CC1)OC)=O)CC)F